C(C1=CC=CC=C1)N1C2=C(SCC1=O)C=CC(=C2)NC(=O)NC2=CNC1=CC=C(C=C21)C2=CN=C(O2)C 1-(4-benzyl-3-oxo-3,4-dihydro-2H-benzo[b][1,4]thiazin-6-yl)-3-(5-(2-methyl-oxazol-5-yl)-1H-indol-3-yl)urea